N1=CN=C(C2=C1NC=C2)CC(=O)OCC ethyl 2-(7H-pyrrolo[2,3-d]pyrimidin-4-yl)acetate